methyl-2-trifluoromethyl-nicotinic acid CC1=NC(=C(C(=O)O)C=C1)C(F)(F)F